(S)-N-(azetidin-3-ylmethyl)-1-(4-fluorophenyl)-3,4-dihydroisoquinoline-2(1H)-carboxamide acetate C(C)(=O)O.N1CC(C1)CNC(=O)N1[C@H](C2=CC=CC=C2CC1)C1=CC=C(C=C1)F